N-(oxetan-3-yl)-6,7-dihydro-5H-benzo[7]annulene-3-carboxamide O1CC(C1)NC(=O)C1=CC2=C(C=CCCC2)C=C1